C(C)OC1=C(C=CC(=N1)[C@@H](CS(=O)(=O)C)N1C(C=2C(C1=O)=CSC2NC(CN2CCOCC2)=O)=O)OC (S)-N-(5-(1-(6-ethoxy-5-methoxypyridin-2-yl)-2-(methylsulfonyl)ethyl)-4,6-dioxo-5,6-dihydro-4H-thieno[3,4-c]pyrrol-1-yl)-2-morpholinoacetamide